NC1C2CC(CC1CC2)C(=O)OC Methyl 8-aminobicyclo[3.2.1]octane-3-carboxylate